3-(3-fluoro-4-((1-(2-((trifluoromethyl)thio)ethyl)pyrrolidin-3-yl)oxy)phenyl)urea FC=1C=C(C=CC1OC1CN(CC1)CCSC(F)(F)F)NC(N)=O